2-cyclohexene carbonate C(O)(O)=O.C1C=CCCC1